CC=1SC(=CN1)C1=CC(=CC(=N1)O)O 6-(2-methylthiazol-5-yl)pyridine-2,4-diol